3-(5-bromo-3-nitropyridin-2-yl)propanoic acid BrC=1C=C(C(=NC1)CCC(=O)O)[N+](=O)[O-]